CN(CCN1C(N(C2=C1C=CC(=C2)S(=O)(=O)NC2(CC2)CF)C2=NC(=NS2)C)=O)C 1-[2-(dimethylamino)ethyl]-N-[1-(fluoromethyl)cyclopropyl]-3-(3-methyl-1,2,4-thiadiazol-5-yl)-2-oxo-benzoimidazole-5-sulfonamide